(2S)-N-(4-(cyclopropylamino)-3,4-dioxo-1-((S)-2-oxopyrrolidin-3-yl)butan-2-yl)-2-((R)-3-(4-fluorophenyl)pentanamido)-4,4-dimethylpentanamide C1(CC1)NC(C(C(C[C@H]1C(NCC1)=O)NC([C@H](CC(C)(C)C)NC(C[C@@H](CC)C1=CC=C(C=C1)F)=O)=O)=O)=O